O1C2(CN(CC=3C1=CC=1C=CC=NC1C3)CC=3C=C(C=CC3C)C(C(C(=O)O)(C)C)C3=C(C1=C(N(N=N1)C)C=C3)C)CC2 3-(3-((3'H-spiro[cyclopropane-1,2'-[1,4]oxazepino[7,6-g]quinolin]-4'(5'H)-yl)methyl)-4-methylphenyl)-3-(1,4-dimethyl-1H-benzo[d][1,2,3]triazol-5-yl)-2,2-dimethylpropanoic acid